N-(6-(4-(1-naphthoyl)piperazin-1-yl)-5-(2-(2-bromophenyl)acetamido)-6-oxohexyl)acrylamide C1(=CC=CC2=CC=CC=C12)C(=O)N1CCN(CC1)C(C(CCCCNC(C=C)=O)NC(CC1=C(C=CC=C1)Br)=O)=O